Dimethyl-cubane CC12C3(C4C2C2C1C3C42)C